O1[C@@H](CC1)COC(=O)C=1C=CC2=C(NC=N2)C1 (((S)-oxetan-2-yl) methyl)-1H-benzo[d]imidazole-6-carboxylate